IC1=NC=CN=C1I 2,3-diiodopyrazine